ClC=1C(=NN(C1)C(=O)N1CCN(CC1)CC1=CC(=CC=C1)OC1=CC=C(C=C1)F)C(=O)O 4-chloro-1-(4-(3-(4-fluorophenoxy)benzyl)piperazine-1-carbonyl)-1H-pyrazole-3-carboxylic acid